1-(2-Fluoro-4-{6-[2-(4-methoxy-2-methyl-indol-1-yl)-ethylamino]-pyrimidin-4-yl}-phenyl)-cyclopropanecarboxylic acid FC1=C(C=CC(=C1)C1=NC=NC(=C1)NCCN1C(=CC2=C(C=CC=C12)OC)C)C1(CC1)C(=O)O